C(CCCCC)[Si](OCCOC)(OCCOC)C hexylmethyl-bis-(2-methoxyethoxy)silane